[C@H]12CN(C[C@H](CC1)N2)C=2C1=C(N=C(N2)OCC23CCCN3CCC2)C(=C(N=C1)C1=C(C=CC=C1)CCO)F 2-(2-(4-((1R,5S)-3,8-diazabicyclo[3.2.1]octan-3-yl)-8-fluoro-2-((hexahydro-1H-pyrrolizin-7a-yl)methoxy)pyrido[4,3-d]pyrimidin-7-yl)phenyl)ethanol